N[C@@H]1C=2C(=NC=CC2)OC12CCN(CC2)C=2N=CC(=NC2CO)SC2=C(C(=NC=C2)N2CC(C2)C(C)(C)O)Cl (R)-2-(1-(4-(5-(3-amino-3H-spiro[furo[2,3-b]pyridine-2,4'-piperidine]-1'-yl)-6-(hydroxymethyl)pyrazin-2-ylsulfanyl)-3-chloropyridin-2-yl)azetidin-3-yl)propan-2-ol